tert-butyl 5,5-difluoro-2-{[4-(methanesulfonylmethyl)phenyl]amino}-5H,6H,7H,8H-pyrido[3,4-d]pyrimidine-7-carboxylate FC1(CN(CC=2N=C(N=CC21)NC2=CC=C(C=C2)CS(=O)(=O)C)C(=O)OC(C)(C)C)F